N1-(2-fluoro-6-methoxyphenyl)-N2-((S)-4-methyl-1-oxo-1-(((S)-3-oxo-1-((S)-2-oxopyrrolidin-3-yl)-4-(trifluoromethoxy)butan-2-yl)amino)pentan-2-yl)oxalamide FC1=C(C(=CC=C1)OC)NC(C(=O)N[C@H](C(N[C@@H](C[C@H]1C(NCC1)=O)C(COC(F)(F)F)=O)=O)CC(C)C)=O